CN1N=CC=2C1=NC=NC2SCC(=O)C2=CC=C(S2)CNC(C)=O N-((5-(2-((1-methyl-1H-pyrazolo[3,4-d]pyrimidin-4-yl)thio)acetyl)thiophen-2-yl)methyl)acetamide